4,4,5,5-tetramethyl-2-(4-chlorophenylethyl)-1,3,2-dioxaborolan CC1(OB(OC1(C)C)CCC1=CC=C(C=C1)Cl)C